COC([C@H](C)O)=O (2S)-2-hydroxypropionic acid methyl ester